BrC=1C=C(C=CC1)C1=NC=CC=N1 2-(3-bromophenyl)pyrimidine